2-(3,4-dichlorophenyl)-1-ethyl-6-(2-fluoroanilino)-4-oxo-pyridine-3-carboxylic acid ClC=1C=C(C=CC1Cl)C=1N(C(=CC(C1C(=O)O)=O)NC1=C(C=CC=C1)F)CC